The molecule is an acyl-CoA(4-) that is the tetraanion of 2-furoyl-CoA arising from deprotonation of phosphate and diphosphate functions. It is a conjugate base of a 2-furoyl-CoA. CC(C)(COP(=O)([O-])OP(=O)([O-])OC[C@@H]1[C@H]([C@H]([C@@H](O1)N2C=NC3=C(N=CN=C32)N)O)OP(=O)([O-])[O-])[C@H](C(=O)NCCC(=O)NCCSC(=O)C4=CC=CO4)O